((2-(3-((tert-Butoxycarbonyl)amino)propyl)-4-fluorophenyl)amino)-6-(trifluoromethyl)nicotinic acid ethyl ester C(C)OC(C1=C(N=C(C=C1)C(F)(F)F)NC1=C(C=C(C=C1)F)CCCNC(=O)OC(C)(C)C)=O